ClC=1C=CC(=C(C(=O)NC=2C=C(C=C(C2)C(F)(F)F)C2=CC=C(C=C2)Cl)C1)O 5-chloro-N-(4'-chloro-5-(trifluoromethyl)-[1,1'-biphenyl]-3-yl)-2-hydroxybenzamide